FC1C(C1)C(=O)NC=1N=C2N(C=C(C=C2)C2=CC3=C(N=CS3)C=C2C)C1 2-fluoro-N-(6-(5-methylbenzo[d]thiazol-6-yl)imidazo[1,2-a]pyridin-2-yl)cyclopropanecarboxamide